methyl 5-(bromomethyl)-4-methoxypicolinate BrCC=1C(=CC(=NC1)C(=O)OC)OC